(S)-4-(1-(3-chloro-4-(1-ethyl-4-(trifluoromethyl)-1H-imidazol-2-yl)phenyl)ethyl)-2-(4-cyclopropyl-6-methoxypyrimidin-5-yl)-6,7-dihydro-[1,2,4]triazolo[1,5-a]pyrimidin-5(4H)-one ClC=1C=C(C=CC1C=1N(C=C(N1)C(F)(F)F)CC)[C@H](C)N1C=2N(CCC1=O)N=C(N2)C=2C(=NC=NC2OC)C2CC2